C(#N)C1=C(C=C(C=C1)C=1C(=C(C#N)C=CN1)C=1C=C2CC(N(C2=CC1)C)=O)F 2-(4-cyano-3-fluorophenyl)-3-(1-methyl-2-oxoindol-5-yl)isonicotinonitrile